C1(=CC=CC=C1)C(=C)C(C#N)C#N 2-(1-phenylethenyl)malononitrile